(3-acetyl-5-(1-(pyrimidin-2-yl)-1H-pyrazol-4-yl)-1H-indazol-1-yl)acetic acid C(C)(=O)C1=NN(C2=CC=C(C=C12)C=1C=NN(C1)C1=NC=CC=N1)CC(=O)O